6-(4-fluoro-2-(((tetrahydro-2H-pyran-2-yl)oxy)methyl)phenyl)-2-methylpyridin FC1=CC(=C(C=C1)C1=CC=CC(=N1)C)COC1OCCCC1